[Cl-].CC1(C=NC2=[N+](C=CC=C21)C)C 3,3,7-trimethyl-3H-pyrrolo[2,3-b]pyridin-7-ium chloride